N1CC(C1)CN1C(C(N(C2=CC(=C(C=C12)Cl)C1=C(C=CC(=C1)C(F)(F)F)OC)C1=C(C=CC=C1C)C(C)C)=O)=O 1-(azetidin-3-ylmethyl)-7-chloro-4-(2-isopropyl-6-methylphenyl)-6-(2-methoxy-5-(trifluoromethyl)phenyl)-1,4-dihydroquinoxaline-2,3-dione